5-(6-chloro-5-cyclopropyl-pyridazin-3-yl)-1H-pyrimidine-2,4-dione ClC1=C(C=C(N=N1)C=1C(NC(NC1)=O)=O)C1CC1